methyl 3,5-pyridinedicarboxylate N1=CC(=CC(=C1)C(=O)[O-])C(=O)OC